2-Amino-N-(2,3-dihydro-1H-inden-2-yl)-6-((2-hydroxyphenyl)amino)-N-methyl-isonicotinamide NC=1C=C(C(=O)N(C)C2CC3=CC=CC=C3C2)C=C(N1)NC1=C(C=CC=C1)O